ClCC([C@H](C[C@H]1C(NCC1)=O)NC(=O)[C@@H]1[C@H]2C([C@H]2CN1C([C@H](C(C)(C)C)NC(C(F)(F)F)=O)=O)(C)C)=O (1R,2S,5S)-N-((S)-4-chloro-3-oxo-1-((S)-2-oxopyrrolidin-3-yl)butan-2-yl)-3-((S)-3,3-dimethyl-2-(2,2,2-trifluoroacetamido)butanoyl)-6,6-dimethyl-3-azabicyclo[3.1.0]hexane-2-carboxamide